C1(CC1)NC1=NC(=NC=C1C(=O)NC1=C(C=CC=C1C)C)NC1=C(C=C(C=C1)N1CCN(CC1)C)OC 4-(cyclopropylamino)-N-(2,6-dimethylphenyl)-2-((2-methoxy-4-(4-methylpiperazin-1-yl)phenyl)amino)pyrimidine-5-carboxamide